5-(4-chlorobenzyl)-8-isopropyl-2-(4-methyl-pyridin-2-yl)-2,5,8-triazaspiro[3.5]nonane-6,9-dione ClC1=CC=C(CN2C3(CN(C3)C3=NC=CC(=C3)C)C(N(CC2=O)C(C)C)=O)C=C1